4-vinylpyridinium C(=C)C1=CC=[NH+]C=C1